5-(4-Fluorophenyl)-4,5,6,7-tetrahydrothieno[3,2-c]pyridine FC1=CC=C(C=C1)N1CC2=C(CC1)SC=C2